CN(CC=CCN)C 4-(dimethylamino)but-2-enamine